ClCC=1C=C(C=CC1)NC=1N=CC2=C(N1)N(C(C=C2)=O)CCC2CN(C2)C(=O)OC(C)(C)C tert-butyl 3-(2-(2-((3-(chloromethyl)phenyl)amino)-7-oxopyrido[2,3-d]pyrimidin-8(7H)-yl)ethyl)azetidine-1-carboxylate